2-(2-cyclopropyl-4-methoxyphenyl)-8-(oxazol-2-yl)-3-(oxazol-5-ylmethyl)benzo[4,5]thieno[2,3-d]pyrimidin-4(3H)-one C1(CC1)C1=C(C=CC(=C1)OC)C=1N(C(C2=C(N1)SC1=C2C=CC=C1C=1OC=CN1)=O)CC1=CN=CO1